COC=1C=C(C=CC1OC)C[C@@H](C(=O)O)NC (S)-3-(3,4-dimethoxyphenyl)-2-(methylamino)propanoic acid